8-(2-(((6-(4-methylpiperazin-1-yl)pyridin-3-yl)methyl)amino)-7H-pyrrolo[2,3-d]pyrimidin-5-yl)-3,4-dihydrobenzo[f][1,4]oxazepin-5(2H)-one CN1CCN(CC1)C1=CC=C(C=N1)CNC=1N=CC2=C(N1)NC=C2C2=CC1=C(C(NCCO1)=O)C=C2